CC1=C(NN=C1C)C(=O)O 4,5-dimethyl-2H-pyrazole-3-carboxylic acid